C1(CC1)C1=NC=C(C(=N1)C1=NOC[C@H](N1)CC1=C(C=C(C=C1)C)C)OC1=CC(=CC=C1)C(F)(F)F |r| (5RS)-3-{2-cyclopropyl-5-[3-(trifluoromethyl)phenoxy]pyrimidin-4-yl}-5-(2,4-dimethylbenzyl)-5,6-dihydro-4H-1,2,4-oxadiazine